methyl 5-(difluoromethyl)-3-(((trifluoromethyl)sulfonyl)oxy)thiophene-2-carboxylate FC(C1=CC(=C(S1)C(=O)OC)OS(=O)(=O)C(F)(F)F)F